C1(=CC=CC=C1)C=1NC2=C(C=C(C=C2C1)CCOCCO)NC1CCOCC1 2-(2-(2-phenyl-7-((tetrahydro-2H-pyran-4-yl)amino)-1H-indol-5-yl)ethoxy)ethan-1-ol